C(#C)C1CN(C1)C1=C(C=C(C=C1)NC1C(NC(CC1)=O)=O)F 3-((4-(3-ethynylazetidin-1-yl)-3-fluorophenyl)amino)piperidine-2,6-dione